C(C)(C)(C)OC(NCC1=CC=CC2=C1C(=C(O2)CNC)C)=O ((3-methyl-2-((methylamino)methyl)benzofuran-4-yl)methyl)carbamic acid tert-butyl ester